N4-[2-(6-methyl-2-pyridyl)pyrrolo[2,1-f][1,2,4]triazin-4-yl]-N2-[4-(4-piperidylamino)phenyl]pyrimidine-2,4-diamine CC1=CC=CC(=N1)C1=NN2C(C(=N1)NC1=NC(=NC=C1)NC1=CC=C(C=C1)NC1CCNCC1)=CC=C2